1-(2-hydroxyethyl)-4-methyl-5-[2-(trifluoromethyl)phenyl]-1H-pyrrole-3-carboxylic acid ethyl ester C(C)OC(=O)C1=CN(C(=C1C)C1=C(C=CC=C1)C(F)(F)F)CCO